1-(((1S,4S)-4-((R)-3-mercaptopyrrolidin-1-yl)cyclohexyl)methyl)-1,3-bis(4-nitrobenzyl)guanidine S[C@H]1CN(CC1)C1CCC(CC1)CN(C(=N)NCC1=CC=C(C=C1)[N+](=O)[O-])CC1=CC=C(C=C1)[N+](=O)[O-]